2-(4-amino-6-vinyl-9H-pyrimido[4,5-b]indol-9-yl)acetic acid NC1=NC=NC=2N(C3=CC=C(C=C3C21)C=C)CC(=O)O